((4r,5s,7r,8r,9s,10r)-8,10-dihydroxy-7-(hydroxymethyl)-9-(4-(3,4,5-trifluorophenyl)-1H-1,2,3-triazol-1-yl)-1,6-dioxaspiro[4.5]dec-4-yl)-1-naphthamide O[C@H]1[C@H](O[C@@]2([C@H](CCO2)C2=C(C3=CC=CC=C3C=C2)C(=O)N)[C@@H]([C@H]1N1N=NC(=C1)C1=CC(=C(C(=C1)F)F)F)O)CO